C1(CC1)C1=CC=C(C=C1)CNC(=O)N1[C@H](CCC1)C(=O)NC1=CC=C(C=C1)C1=CC=C(C=C1)C(=O)O 4'-[(1-{[(4-cyclopropylphenyl)methyl]carbamoyl}-D-prolyl)amino][1,1'-biphenyl]-4-carboxylic acid